ClC1=C(C=C(C=C1)C1CCC(C1N)(C)C)OCCCOC 5-(4-chloro-3-(3-methoxypropoxy)phenyl)-2,2-dimethylcyclopentylamine